C(#N)CC1CCC(CC1)N1C(=NC=2C1=C1C(=NC2)NC=C1)CC(=O)NCC(C)(C)O (1-((1r,4r)-4-(cyanomethyl)cyclohexyl)-1,6-dihydroimidazo[4,5-d]pyrrolo[2,3-b]pyridin-2-yl)-N-(2-hydroxy-2-methylpropyl)acetamide